C(C=C)(=O)OCCC[Si](OCCC)(OCCC)OCCC acryloyloxypropyl-tripropoxysilane